tert-butyl 2-(5-fluoro-2-((2-methoxy-5-(4-methylpiperazin-1-yl) phenyl) amino) pyrimidin-4-yl)-6-methyl-4-oxo-2,4,6,7-tetrahydro-5H-pyrrolo[3,4-c]pyridine-5-carboxylate FC=1C(=NC(=NC1)NC1=C(C=CC(=C1)N1CCN(CC1)C)OC)N1C=C2C(N(C(CC2=C1)C)C(=O)OC(C)(C)C)=O